FC1=C(CN2C(CC(CC2)(C(=O)O)CC2=NC(=CC=C2F)NC=2SC=CN2)CC)C=CC=C1F (2,3-difluorobenzyl)-2-ethyl-4-((3-fluoro-6-(thiazol-2-ylamino)pyridin-2-yl)methyl)piperidine-4-carboxylic acid